3-[(4-amino-8-bromo-5,5-dimethyl-6H-benzo[H]quinazolin-7-yl)-methyl-amino]propionitrile NC1=NC=NC=2C3=C(CC(C12)(C)C)C(=C(C=C3)Br)N(CCC#N)C